(S)-1-(1-(4-(3,3-difluoroazetidin-1-yl)piperidin-1-yl)-3-hydroxy-1-oxopropan-2-yl)-3-(2-ethynylthiazol-4-yl)urea FC1(CN(C1)C1CCN(CC1)C([C@H](CO)NC(=O)NC=1N=C(SC1)C#C)=O)F